FC=1C=C(C=C(C1)F)C=1C(OC=CC1)CCC 3,5-difluorophenyl-propyl-pyran